[N+](=O)(O)[O-].C1=C(C=CC2=CC=CC=C12)S(=O)(=O)O naphthalene-2-sulfonic acid, nitrate salt